N-(4-bromo-2,5-difluoro-phenyl)-5-phenyl-1H-pyrrole-3-sulfonamide BrC1=CC(=C(C=C1F)NS(=O)(=O)C1=CNC(=C1)C1=CC=CC=C1)F